C[C@]12CC3(CC(C[C@@](C1)(C3)C)C2)NC(NC2=C(C=C(C(=O)N3CC(CCC3)C(=O)N)C=C2)Cl)=O 1-(4-{3-[(1r,3R,5S,7r)-3,5-dimethyladamantan-1-yl]ureido}-3-chlorobenzoyl)piperidine-3-carboxamide